antimony-silicon dioxide [Si](=O)=O.[Sb]